C(CCCCC)C=1C(NN=NC1)=N hexyl-iminotriazine